OC=1C=C2C=CC(=CC2=CC1)C1(C2=CC(=CC=C2C=2C=CC(=CC12)C1=CC=C2C=CC3=CC=CC4=CC=C1C2=C34)C3=CC=C4C=CC2=CC=CC1=CC=C3C4=C21)C2=CC1=CC=C(C=C1C=C2)O 9,9-bis(6-hydroxy-2-naphthyl)-2,7-di(1-pyrenyl)fluorene